4-(8-(1-propenoylpyrrolidin-3-yl)quinazolin-6-yl)-N-(4-cyanopyridin-2-yl)-3-fluorobenzamide C(C=C)(=O)N1CC(CC1)C=1C=C(C=C2C=NC=NC12)C1=C(C=C(C(=O)NC2=NC=CC(=C2)C#N)C=C1)F